CNC(=O)C1=CN=CS1 N-methyl-1,3-thiazole-5-carboxamide